C1CC2CC1CC2O norbornyl alcohol